1-{1-[5-Chloro-2-ethoxy-4-fluoro-3-(1-isopropylazetidin-3-yl)phenyl]ethyl}-3-methyl-1H-pyrazolo[3,4-d]pyrimidin-4-amine ClC=1C(=C(C(=C(C1)C(C)N1N=C(C=2C1=NC=NC2N)C)OCC)C2CN(C2)C(C)C)F